Tryptophanylarginine N[C@@H](CC1=CNC2=CC=CC=C12)C(=O)N[C@@H](CCCNC(N)=N)C(=O)O